6-(2,7-Dimethyl-2H-indazol-5-yl)-2-[(2,2,6,6-tetramethylpiperidin-4-yl)oxy]-1,3-benzothiazol CN1N=C2C(=CC(=CC2=C1)C1=CC2=C(N=C(S2)OC2CC(NC(C2)(C)C)(C)C)C=C1)C